8-chloro-3-(5-(difluoromethyl)thiazol-2-yl)-1-iodoimidazo[1,5-a]pyridine-6-sulfonyl chloride ClC=1C=2N(C=C(C1)S(=O)(=O)Cl)C(=NC2I)C=2SC(=CN2)C(F)F